5-Carbamoyl-4-chloro-2-((furan-2-ylmethyl)amino)Benzoic Acid C(N)(=O)C=1C(=CC(=C(C(=O)O)C1)NCC=1OC=CC1)Cl